tert-butyl 4-(1-hydroxypent-4-en-1-yl)-5-methoxy-7-methyl-1H-indole-1-carboxylate OC(CCC=C)C1=C2C=CN(C2=C(C=C1OC)C)C(=O)OC(C)(C)C